N1=NC=CC2=C1NC=N2 7H-Imidazo[4,5-c]Pyridazine